ClC1=CC=C(C=C1)N1C(N([C@H](C1)C#N)C1=CN=CC2=CC=CC=C12)=O (R)-1-(4-chlorophenyl)-3-(isoquinolin-4-yl)-2-oxoimidazoline-4-carbonitrile